7-(hydroxymethyl)-2-methyl-isoindolin-1-one OCC=1C=CC=C2CN(C(C12)=O)C